O=C1N(C(CC1)=O)OC(CCCCC(=O)NCCO[C@@H]1[C@@H](O)[C@@H](O[C@@H]2[C@@H](O)[C@@H](O)[C@H](O)[C@H](O2)CO)[C@H](O)[C@H](O1)CO[C@@H]1[C@@H](O)[C@@H](O)[C@H](O)[C@H](O1)CO)=O 6-[(2,5-dioxopyrrolidin-1-yl)oxy]-N-(2-{[α-D-mannopyranosyl-(1→3)-[α-D-mannopyranosyl-(1→6)]-α-D-mannopyranosyl]oxy}ethyl)-6-oxohexanamide